trans-4-((4-(2-Cyclopropyloxazol-4-yl)pyridin-2-yl)((trans-4-(5-methoxy-6-methylpyridin-2-yl)cyclohexyl)methyl)carbamoyl)cyclohexyl (1-hydroxy-2-methylpropan-2-yl)carbamate OCC(C)(C)NC(O[C@@H]1CC[C@H](CC1)C(N(C[C@@H]1CC[C@H](CC1)C1=NC(=C(C=C1)OC)C)C1=NC=CC(=C1)C=1N=C(OC1)C1CC1)=O)=O